methyl 6-methoxy-3,3-dimethylindoline-5-carboxylate COC1=C(C=C2C(CNC2=C1)(C)C)C(=O)OC